C(C)(C)(C)OC(=O)N1[C@@]2(CN(C[C@H]1CC2)C2=NC(=NC1=C(C(=C(C=C21)F)C2=CC(=CC1=CC=CC(=C21)Cl)OCOC)F)Cl)C.[Ag]F |r| silver fluoride racemic-tert-butyl-(1S,5R)-3-(2-chloro-7-(8-chloro-3-(methoxymethoxy)naphthalen-1-yl)-6,8-difluoroquinazolin-4-yl)-1-methyl-3,8-diazabicyclo[3.2.1]octane-8-carboxylate